4-(5-((2-chlorophenyl)amino)-6-fluoro-1H-indazol-1-yl)-N-(2,2-difluoroethyl)thiophene-2-carboxamide ClC1=C(C=CC=C1)NC=1C=C2C=NN(C2=CC1F)C=1C=C(SC1)C(=O)NCC(F)F